CC1(N(CC2=C(C=CC=C2C1)C=1CCN(CC1)C)C(=O)OC)C methyl 3,3-dimethyl-8-(1-methyl-1,2,3,6-tetrahydropyridin-4-yl)-3,4-dihydroisoquinoline-2(1H)-carboxylate